C1(CC1)COC1=C(C=C(C=C1)S(=O)(=O)CC)C1=CN(C(C2=C1OCC(N2)=O)=O)C 8-[2-(cyclopropylmethoxy)-5-ethyl-sulfonylphenyl]-6-methyl-4H-pyrido[4,3-b][1,4]oxazine-3,5-dione